NC=1C2=C(N=CN1)N(C(=C2C2=CC(=C(C(=C2)F)OC2=NC=CC(=N2)C)F)C2=CC=C(C=C2)NC(C(=C)C)=O)C N-(4-(4-amino-5-(3,5-difluoro-4-((4-methylpyrimidin-2-yl)oxy)phenyl)-7-methyl-7H-pyrrolo[2,3-d]pyrimidin-6-yl)phenyl)methacrylamide